(R)-2-Hydroxy-3-(4-methoxycarbonimidoyl-phenoxy)-propionic acid methyl ester hydrochloric acid salt Cl.COC([C@@H](COC1=CC=C(C=C1)C(=N)OC)O)=O